C(C)(C)(C)OC(=O)N1C[C@H](CC1)OC=1SC=C(N1)C(F)(F)F.CC1=CSC=C1C(C)(C)C=1C(=CSC1)C 2,2-bis(3-methyl-4-thiophenyl)propane (S)-tert-butyl-3-(4-(trifluoromethyl)thiazol-2-yloxy)pyrrolidine-1-carboxylate